ClC1(CC(=CC=C1)C=1C(=C2C(=NC1)NC=C2)NC2CN(CCC2)C2=CC=C(N=N2)C#N)OC 6-(3-((5-(3-chloro-3-methoxyphenyl)-1H-pyrrolo[2,3-b]pyridin-4-yl)amino)piperidin-1-yl)pyridazine-3-carbonitrile